[Na+].P([O-])(=O)(OP(=O)([O-])[O-])OC[C@@H]1[C@H]([C@H]([C@@H](O1)N1C=NC=2C(=O)NC(N)=NC12)O)O.[Na+].[Na+] guanosine 5'-diphosphate sodium